The molecule is a member of the class of alkylamines that is propane substituted by an amino group at C-1. It is a conjugate base of a propan-1-aminium. CCCN